benzyl 2-thia-1,7-diazaspiro[4.5]decane-7-carboxylate 2,2-dioxide N1S(CCC12CN(CCC2)C(=O)OCC2=CC=CC=C2)(=O)=O